1-((1r,3r)-3-(benzyloxy)cyclobutyl)-2-(trifluoromethyl)pyrrolidine C(C1=CC=CC=C1)OC1CC(C1)N1C(CCC1)C(F)(F)F